(2,3-difluoro-4-(4-nitropyridin-3-yl)phenyl)-2-((1-phenyl-2,5,8,11,14-pentoxahexadecan-16-yl)oxy)pyridine FC1=C(C=CC(=C1F)C=1C=NC=CC1[N+](=O)[O-])C=1C(=NC=CC1)OCCOCCOCCOCCOCCOCC1=CC=CC=C1